3-((1-ethoxy-2-methyl-1-oxobutan-2-yl)oxy)-1H-pyrazole-1-carboxylic acid tert-butyl ester C(C)(C)(C)OC(=O)N1N=C(C=C1)OC(C(=O)OCC)(CC)C